2-(6-methoxy-5-(1H-pyrazol-4-yl)pyridin-2-yl)-1-oxo-2,8-diazaspiro[4.5]Decane-8-carboxylic acid tert-butyl ester C(C)(C)(C)OC(=O)N1CCC2(CCN(C2=O)C2=NC(=C(C=C2)C=2C=NNC2)OC)CC1